3,5-dibromo-6-chlorosalicylic acid BrC1=C(C(C(=O)O)=C(C(=C1)Br)Cl)O